C(CCC)N1N=C(CCC1=O)C Butyl-6-methyl-4,5-dihydropyridazin-3(2H)-one